5-hydroxy-eicosapentaenoic acid OC(=CC=CC(=O)O)C=CC=CC=CCCCCCCCCC